C1=CC(=CC(=C1)Cl)F M-chlorofluorobenzene